OC[C@H]1O[C@H]([C@@]2(CCO2)[C@@H]1O)N1C=C(C2=C1N=CN=C2OC)C2=CC=NN2C (4R,5R,7R,8R)-7-(hydroxymethyl)-5-(4-methoxy-5-(1-methyl-1H-pyrazol-5-yl)-7H-pyrrolo[2,3-d]pyrimidin-7-yl)-1,6-dioxaspiro[3.4]octan-8-ol